dihydro-2H-pyridin N1CCCC=C1